NC1=CC=C2C(=N1)CCC2NC([C@H](C)NC(=O)[C@@H]2NC[C@@H](C2)C(C)C2=CC=CC=C2)=O (2R,4S)-N-((2S)-1-((2-amino-6,7-dihydro-5H-cyclopenta[b]pyridin-5-yl)amino)-1-oxopropan-2-yl)-4-(1-phenylethyl)pyrrolidine-2-carboxamide